(5S,6S)-6-amino-1-(6-tert-butyl-5-methyl-pyrrolo[2,3-b]pyrazin-3-yl)-7-hydroxy-5-isopropoxy-heptan-1-one N[C@H]([C@H](CCCC(=O)C1=CN=C2C(=N1)N(C(=C2)C(C)(C)C)C)OC(C)C)CO